6-fluoro-4-(1-isobutyryl-1,2,3,6-tetrahydropyridin-4-yl)-N-(1-methylcyclopropyl)-9H-pyrimido[4,5-b]indole-7-sulfonamide FC=1C=C2C3=C(NC2=CC1S(=O)(=O)NC1(CC1)C)N=CN=C3C=3CCN(CC3)C(C(C)C)=O